FC=1C=C(CCNC(COC2=CC=3N(C4=CC=CC=C4C3C=C2)C)=O)C=CC1 N-(3-fluorophenethyl)-2-((9-methyl-9H-carbazol-2-yl)oxy)acetamide